[C@H]12CC(C[C@H](CC1)N2)OC2=CC=C(N=N2)C2=C(C=C(C=C2)C2=CN=C(O2)C)O 2-(6-(((1R,3S,5S)-8-azabicyclo[3.2.1]oct-3-yl)oxy)pyridazin-3-yl)-5-(2-methyloxazol-5-yl)phenol